5-{1-fluoro-3-hydroxy-7-[(3-hydroxy-3-methylbutyl)amino]-5,6,7,8-tetrahydronaphthalen-2-yl}-1λ6,2,5-thiadiazolidine-1,1,3-trione FC1=C(C(=CC=2CCC(CC12)NCCC(C)(C)O)O)N1CC(NS1(=O)=O)=O